N[C@H](CC(=O)O)C[C@@H](CCC)C (3S,5R)-3-amino-5-methyloctanoic acid